C(C)OC(C(=CCO)F)=O 2-fluoro-4-hydroxy-but-2-enoic acid ethyl ester